ClC=1C=C(C=CC1)C1(CC1)C1=NOC(=N1)CC(C(=O)OC(C)(C)C)=C tert-butyl 2-((3-(1-(3-chlorophenyl)cyclopropyl)-1,2,4-oxadiazol-5-yl)methyl)acrylate